C(C1=CC=NC=C1)(=O)N1CCC(CC1)NC1=CC=C(C=C1)C1=C2C(=NC(=C1)NC(=O)C1CC1)NC=C2 N-(4-(4-((1-isonicotinoylpiperidin-4-yl)amino)phenyl)-1H-pyrrolo[2,3-b]pyridin-6-yl)cyclopropylcarboxamide